C(C1=CC=CC=C1)SC1=C(C=CC(=C1)[N+](=O)[O-])C=1OC(=NN1)C(F)(F)F 2-[2-(Benzylsulfanyl)-4-nitrophenyl]-5-(trifluoromethyl)-1,3,4-oxadiazole